tert-Butyl 12-(2,6-dimethylphenyl)-2,8,8-trioxo-15-oxa-8λ6-thia-1,9,11,18,23-pentaazatetracyclo[14.5.1.13,7.110,14]tetracosa-3(24),4,6,10,12,14(23)-hexaene-18-carboxylate CC1=C(C(=CC=C1)C)C=1N=C2NS(C3=CC=CC(C(N4CCCN(CC(OC(C1)=N2)C4)C(=O)OC(C)(C)C)=O)=C3)(=O)=O